BrC1=C(SC(=C1CC1=CC=C(C=C1)Cl)C)C bromo-4-(4-chlorobenzyl)-2,5-dimethylthiophene